O=C(C(C(C(=O)O)([2H])[2H])([2H])[2H])N[C@@H](C(NCC1=C(C(=C(C(=C1[2H])[2H])[2H])[2H])[2H])=O)C (R)-4-oxo-4-((1-oxo-1-(((phenyl-d5)methyl)amino)propan-2-yl)amino)butanoic acid-2,2,3,3-d4